ClC1=CC=C2C(=CC(=NC2=C1)NCC(=O)OC(C)(C)C)N1C=NC=C1 Tert-butyl (7-chloro-4-(1H-imidazol-1-yl)quinolin-2-yl)glycinate